(2R,4S,5R,6R)-2-(benzyloxy)-6-((1R,2R)-3-(2-(4-(10-carboxydec-1-yn-1-yl)phenyl)acetamido)-1,2-dihydroxypropyl)-4-hydroxy-5-(2-hydroxyacetamido)tetrahydro-2H-pyran-2-carboxylic acid C(C1=CC=CC=C1)O[C@]1(O[C@H]([C@@H]([C@H](C1)O)NC(CO)=O)[C@@H]([C@@H](CNC(CC1=CC=C(C=C1)C#CCCCCCCCCC(=O)O)=O)O)O)C(=O)O